6,6-dimethyl-2,3,4,5-tetrahydroquinazolino[7,8-f][1,4]benzoxazin-7-amine CC1(C2=C(N=CN=C2C=2C=CC3=C(NCCO3)C2C1)N)C